4-((4-(3-(allylamino)-2-(5-hydroxy-6-oxo-1,6-dihydropyrimidin-4-yl)propyl)phenyl)buta-1,3-diyn-1-yl)benzoic acid C(C=C)NCC(CC1=CC=C(C=C1)C#CC#CC1=CC=C(C(=O)O)C=C1)C=1N=CNC(C1O)=O